trimethylolpropane diisostearate monooleate C(CCCCCCC\C=C/CCCCCCCC)(=O)O.C(CCCCCCCCCCCCCCC(C)C)(=O)O.C(CCCCCCCCCCCCCCC(C)C)(=O)O.C(O)C(CC)(CO)CO